5-Morpholin-4-ylmethyl-furan-3-carboxylic acid [8-(6-methoxy-pyridin-2-yl)-2,3-dihydro-benzo[1,4]dioxin-2-ylmethyl]-amide COC1=CC=CC(=N1)C1=CC=CC2=C1OC(CO2)CNC(=O)C2=COC(=C2)CN2CCOCC2